FC1([C@@H](CN(CC1)[C@H](C(=O)NC=1N=C2N(C1)[C@H](CC2)C2=CC(=CC(=C2)F)F)C)C=2N=CC(NC2)=O)F (S)-2-((S)-4,4-difluoro-3-(5-oxo-4,5-dihydropyrazin-2-yl)piperidin-1-yl)-N-((R)-5-(3,5-difluorophenyl)-6,7-dihydro-5H-pyrrolo[1,2-a]imidazol-2-yl)propanamide